2-(4-((cis)-2,6-dimethylmorpholinyl)-6-methylphthalazin-1-yl)-5-(trifluoromethyl)phenol C[C@@H]1CN(C[C@@H](O1)C)C1=NN=C(C2=CC=C(C=C12)C)C1=C(C=C(C=C1)C(F)(F)F)O